3-(3,4-difluorophenyl)propanoyl chloride FC=1C=C(C=CC1F)CCC(=O)Cl